C1(CC1)C=1C(=NON1)C(=O)N[C@@H](C(C1CC1)C1CC1)C=1N=C2N(N=CC(=C2)[C@@H](COC)N2C(NCC(C2)(F)F)=O)C1 4-Cyclopropyl-N-((S)-2,2-dicyclopropyl-1-(7-((S)-1-(5,5-difluoro-2-oxotetrahydropyrimidin-1(2H)-yl)-2-methoxyethyl)imidazo[1,2-b]pyridazin-2-yl)ethyl)-1,2,5-oxadiazole-3-carboxamide